(±)-Methyl-4-((1-(3-(difluoromethyl)-2-fluorophenyl) ethyl) amino)-2-methyl-7-oxo-7,8-dihydropyrido[2,3-d]pyrimidine-6-carboxylate COC(=O)C1=CC2=C(N=C(N=C2N[C@H](C)C2=C(C(=CC=C2)C(F)F)F)C)NC1=O |r|